L-lysine-L-glutamic acid salt N[C@@H](CCC(=O)O)C(=O)O.N[C@@H](CCCCN)C(=O)O